ethyl 3-(3-(1-hydroxybut-3-en-1-yl)phenyl)propanoate OC(CC=C)C=1C=C(C=CC1)CCC(=O)OCC